FC(C1=C(C=CC(=C1)[N+](=O)[O-])S(=O)C)F 2-(difluoromethyl)-1-(methylsulfinyl)-4-nitrobenzene